4-(benzyloxy)-N-(2-methoxy-5-{[1,3]thiazolo[5,4-b]pyridin-2-yl}phenyl)benzamide C(C1=CC=CC=C1)OC1=CC=C(C(=O)NC2=C(C=CC(=C2)C=2SC3=NC=CC=C3N2)OC)C=C1